(1R,3S)-3-{5-[2-(2-formyl-3-hydroxy-5-methoxyphenoxy)acetamido]-2H-pyrazol-3-yl}cyclopentyl 2,2-dimethylazetidine-1-carboxylate CC1(N(CC1)C(=O)O[C@H]1C[C@H](CC1)C=1NN=C(C1)NC(COC1=C(C(=CC(=C1)OC)O)C=O)=O)C